2-cyclopropyl-6-[3-(difluoromethyl)azetidin-1-yl]pyrimidine-4-carboxylic acid C1(CC1)C1=NC(=CC(=N1)C(=O)O)N1CC(C1)C(F)F